OC1=CC=C(CN2C3=C(OCC2=O)C=C(C=C3)NC(=O)NC3=CC=C2C=CNC2=C3)C=C1 1-(4-(4-hydroxybenzyl)-3-oxo-3,4-dihydro-2H-benzo[b][1,4]oxazin-7-yl)-3-(1H-indol-6-yl)urea